N-[(4,5-difluoro-1-{[2-(trimethylsilyl)ethoxy]methyl}-1H-benzimidazol-2-yl)methyl]-N-(4-methoxybenzyl)-2-(morpholin-4-yl)-8-(1,3-thiazol-5-yl)pyrazolo[1,5-a][1,3,5]triazin-4-amine FC1=C(C=CC=2N(C(=NC21)CN(C2=NC(=NC=1N2N=CC1C1=CN=CS1)N1CCOCC1)CC1=CC=C(C=C1)OC)COCC[Si](C)(C)C)F